Cl.FC(C1=CC=C(C=N1)CC1(CCNCC1)C#N)(F)F 4-((6-(trifluoromethyl)pyridin-3-yl)methyl)piperidine-4-carbonitrile hydrochloride